tert-butyldiphenyl-(3-(4,4,5,5-tetramethyl-1,3,2-dioxaborolan-2-yl)cyclopent-3-enyloxy)silane C(C)(C)(C)[Si](OC1CC(=CC1)B1OC(C(O1)(C)C)(C)C)(C1=CC=CC=C1)C1=CC=CC=C1